3-((3-(1-(3-bromophenyl)vinyl)pyridin-2-yl)amino)-5,5-dimethylcyclohex-2-en-1-one BrC=1C=C(C=CC1)C(=C)C=1C(=NC=CC1)NC1=CC(CC(C1)(C)C)=O